4-[(1R)-1-aminoethyl]benzonitrile N[C@H](C)C1=CC=C(C#N)C=C1